2,3-dimethyl-1-butyl methacrylate C(C(=C)C)(=O)OCC(C(C)C)C